hydroxy-p-cresol OC1=CC(=CC=C1O)C